C(CCCCCCC\C=C/CCCCCCCC)C(CCC)(N)N oleyl-butanediamine